FC1=C(C=C(C=C1)C1=CNC=2N=CN(C(C21)=O)CC(=O)N2CC(CC2)F)C(F)(F)F 5-(4-fluoro-3-(trifluoromethyl)phenyl)-3-(2-(3-fluoropyrrolidin-1-yl)-2-oxoethyl)-3H-pyrrolo[2,3-d]pyrimidin-4(7H)-one